O=C1[C@]2(C=3C(=NC=CC3)N1)CCC1=C(C=C(O1)C(=O)O)C2 (R)-2'-Oxo-1',2',6,7-tetrahydro-4H-spiro[benzofuran-5,3'-pyrrolo[2,3-b]pyridine]-2-carboxylic acid